FC(CC(C(=O)O)=C)(C(C(C(F)F)(F)F)(F)F)F.C(C=C)(=O)OCC(C(C(C(F)F)(F)F)(F)F)(F)F 2,2,3,3,4,4,5,5-octafluoropentyl acrylate (2,2,3,3,4,4,5,5-octafluoropentyl acrylate)